[3-[4-(Benzenesulfonyl)phenyl]azetidin-1-yl]-[(3S)-3-(1H-triazol-5-yl)pyrrolidin-1-yl]methanone C1(=CC=CC=C1)S(=O)(=O)C1=CC=C(C=C1)C1CN(C1)C(=O)N1C[C@H](CC1)C1=CN=NN1